The molecule is a 1,2-diacyl-sn-glycero-3-phospho-(1'-sn-glycerol) in which acyl groups at positions 1 and 2 are specified as palmitoyl and arachidonoyl respectively. It has a role as a mouse metabolite. It derives from a hexadecanoic acid and an arachidonic acid. CCCCCCCCCCCCCCCC(=O)OC[C@H](COP(=O)(O)OC[C@H](CO)O)OC(=O)CCC/C=C\\C/C=C\\C/C=C\\C/C=C\\CCCCC